ClC=1C=C2C(=C3C1NC(NC31CCC(CC1)(F)F)=O)OC(=N2)CN[C@@H]2COCCC2 5-chloro-4',4'-difluoro-2-({[(3S)-oxan-3-yl]amino}methyl)-7,8-dihydro-6H-spiro[[1,3]oxazolo[5,4-f]quinazoline-9,1'-cyclohexan]-7-one